4-methyl-1-oxo-6-(pyrrolidin-2-ylmethylamino)isoindolin CC1=C2CNC(C2=CC(=C1)NCC1NCCC1)=O